5-(TERT-BUTYL)PYRAZINE-2-BORONIC ACID C(C)(C)(C)C=1N=CC(=NC1)B(O)O